7-fluoro-6-(8-methyl-2,3-dihydro-1H-pyrido[2,3-b][1,4]oxazin-7-yl)isoquinoline-3,8-diamine FC1=C(C=C2C=C(N=CC2=C1N)N)C1=C(C2=C(OCCN2)N=C1)C